F[C@H]1CN(CC[C@H]1OC)C1=NC=CC(=N1)NC=1N=CC2=C(C=NC(=C2C1)C(C)C)N1[C@@H]([C@H](C1)CS(=O)(=O)C)C N-{2-[(3S,4R)-3-fluoro-4-methoxypiperidin-1-yl]pyrimidin-4-yl}-8-[(2R,3S)-3-(methanesulfonylmeth-yl)-2-methylazetidin-1-yl]-5-(propan-2-yl)-2,6-naphthyridin-3-amine